NC=1C(=NC(=C(N1)C1=CC=C(C=C1)F)C=1C=C2C=NNC2=C(C1)Cl)C#N amino-6-(7-chloro-1H-indazol-5-yl)-5-(4-fluorophenyl)pyrazine-2-carbonitrile